N,5-bis(4-methoxyphenyl)-2-oxopyrrolidine-3-carboxamide COC1=CC=C(C=C1)NC(=O)C1C(NC(C1)C1=CC=C(C=C1)OC)=O